FC1=CC=C2COC(C2=C1)=O 6-fluoroisobenzofuran-1(3H)-one